ethyl 3-aminobutyrate NC(CC(=O)OCC)C